C(CCCC)C1(CCC(CC1)=O)C1CCCCC1 pentyl-[1,1'-bi(cyclohexane)]-4-one